((3aS,4R,6S,6aS)-6-(4-aminopyrrolo[2,1-f][1,2,4]triazin-7-yl)-4-cyano-2,2-dimethyltetrahydrofuro[3,4-d][1,3]dioxol-4-yl)methyl 1H-imidazole-1-carboxylate N1(C=NC=C1)C(=O)OC[C@]1(O[C@H]([C@@H]2OC(O[C@@H]21)(C)C)C2=CC=C1C(=NC=NN12)N)C#N